N-{cis-1-(cyclobutanecarbonyl)-2-[(3'-fluoro[1,1'-biphenyl]-3-yl)methyl]pyrrolidin-3-yl}-2-fluoropropanamide C1(CCC1)C(=O)N1[C@H]([C@H](CC1)NC(C(C)F)=O)CC=1C=C(C=CC1)C1=CC(=CC=C1)F